3-(4-fluorophenyl)-5-methyl-4-(((5-(2-methyl-5,6-dihydroimidazo[1,2-a]pyrazin-7(8H)-yl)pyrazin-2-yl)oxy)methyl)isoxazole FC1=CC=C(C=C1)C1=NOC(=C1COC1=NC=C(N=C1)N1CC=2N(CC1)C=C(N2)C)C